(S)-4-(3-oxomorpholin-4-yl)-3-(4-methylphenyl)-N-((R)-1-(4-(trifluoromethyl)phenyl)ethyl)-4,5-dihydro-1H-pyrazole-1-carboxamide O=C1N(CCOC1)[C@@H]1C(=NN(C1)C(=O)N[C@H](C)C1=CC=C(C=C1)C(F)(F)F)C1=CC=C(C=C1)C